(E)-6-bromo-4-methylpicolinaldehyde oxime BrC1=CC(=CC(=N1)/C=N/O)C